CNC=1N=CC(=C2C=C(N=CC12)NC(=O)C1CC1)C=CC1=CC=C(C=C1)N1CC(OCC1)C N-(8-(methylamino)-5-(4-(2-methylmorpholino)styryl)-2,7-naphthyridin-3-yl)cyclopropanecarboxamide